4-[3-[2,6-Dichloro-4-[(2R)-2,4-dimethylpiperazin-1-yl]benzoyl]-2,4-dihydro-1,3-benzoxazin-8-yl]-5-fluoro-2-[[(3R)-oxolan-3-yl]amino]benzoic acid methyl ester COC(C1=C(C=C(C(=C1)F)C1=CC=CC=2CN(COC21)C(C2=C(C=C(C=C2Cl)N2[C@@H](CN(CC2)C)C)Cl)=O)N[C@H]2COCC2)=O